C1(CCCCC1)CCC(=O)OC(CSCCCCCC(CCCCCSCC(CCCCCC)OC(CCC1CCCCC1)=O)O)CCCCCC ((6-hydroxyundecane-1,11-diyl)bis-(sulfanediyl))bis(octane-1,2-diyl) bis(3-cyclohexyl-propanoate)